2-(m-tolyl)cyclohexan-1-one C1(=CC(=CC=C1)C1C(CCCC1)=O)C